ClC=1C=C(OCC(=O)OCC)C=C(C1CC1=C(C(=C(C=C1)O)C(C)C)F)C(=C)C ethyl 2-(3-chloro-4-(2-fluoro-4-hydroxy-3-isopropylbenzyl)-5-(prop-1-en-2-yl)phenoxy)acetate